methyl 3-[2-chloro-5-(trifluoromethyl)pyrimidin-4-yl]-7-[dimethyl(oxo)-λ5-phosphoranyl]-1H-indole-6-carboxylate ClC1=NC=C(C(=N1)C1=CNC2=C(C(=CC=C12)C(=O)OC)P(=O)(C)C)C(F)(F)F